2-(2,8-Diazaspiro[4.5]decan-2-yl)-7-(2,8-dimethylimidazo[1,2-b]pyridazin-6-yl)thiazolo[3,2-a]pyrimidin-5-on C1N(CCC12CCNCC2)C2=CN1C(=NC(=CC1=O)C=1C=C(C=3N(N1)C=C(N3)C)C)S2